(1R,3R)-N-(6-((R)-1-cyanospiro[2.2]pentan-1-yl)isoquinolin-3-yl)-2-ethyl-3-(1-methyl-1H-pyrazol-4-yl)cyclopropane-1-carboxamide C(#N)[C@@]1(CC12CC2)C=2C=C1C=C(N=CC1=CC2)NC(=O)[C@@H]2C([C@H]2C=2C=NN(C2)C)CC